N1=CC=C(C=C1)C=CC1=CC=NC=C1 1,2-di(pyridine-4-yl)-ethene